1-(2-amino-4-bromo-5-fluoro-phenyl)-2-(2-chloro-6-fluoro-phenyl)ethanone NC1=C(C=C(C(=C1)Br)F)C(CC1=C(C=CC=C1F)Cl)=O